C(C)S(=O)(=O)C=1C=CC(=NC1C=1C=C2C(=CN1)N(C=C2)CC(C(F)(F)F)(F)F)N(C(=O)NC)C 1-[5-ethylsulfonyl-6-[1-(2,2,3,3,3-pentafluoropropyl)pyrrolo[2,3-c]pyridin-5-yl]-2-pyridyl]-1,3-dimethyl-urea